6-(6-fluoro-1-methyl-1H-indol-4-yl)-8-(4-fluoropiperidine-1-carbonyl)-2H,5H,6H-[1,3]dioxolo[4,5-g]isoquinolin-5-one FC1=CC(=C2C=CN(C2=C1)C)N1C(C=2C=C3C(=CC2C(=C1)C(=O)N1CCC(CC1)F)OCO3)=O